C1(C[C@@H](C)O1)=O |r| rac-β-Butyrolactone